(2R,4R)-4-amino-2-(methoxymethyl)pyrrolidine-1-carboxylic acid tert-butyl ester C(C)(C)(C)OC(=O)N1[C@H](C[C@H](C1)N)COC